tert-butyl (5-(hydroxymethylene)-1,3,3-trimethyl-4-oxocyclohexyl)carbamate OC=C1C(C(CC(C1)(C)NC(OC(C)(C)C)=O)(C)C)=O